3β-hydroxy-16α-methyl-21-[4-[2,6-bis(1-pyrrolidinyl)-4-pyrimidinyl]-1-piperazinyl]-5α-pregnan-20-one O[C@@H]1C[C@@H]2CC[C@H]3[C@@H]4C[C@H]([C@H](C(CN5CCN(CC5)C5=NC(=NC(=C5)N5CCCC5)N5CCCC5)=O)[C@]4(CC[C@@H]3[C@]2(CC1)C)C)C